C(C)OC(=O)C1=C(NC2=CC(=C(C=C12)OC)N1CCN(CC1)C(=O)OCC1=CC=CC=C1)N.OC1CCC(CC1)C(C)C1CCC(CC1)O 1,1-bis(4-hydroxycyclohexyl)ethane ethyl-2-amino-6-(4-((benzyloxy)carbonyl)piperazin-1-yl)-5-methoxy-1H-indole-3-carboxylate